NC1=C(C=C(C#N)C=C1C(C)C)C(C)C 4-amino-3,5-diisopropylbenzonitrile